C(CCC)[Sn](C1=CC(=NO1)C(=O)OCC)(CCCC)CCCC ethyl 5-(tributylstannyl)isoxazole-3-carboxylate